5-cyclopropyl-3-(2,6-dichloro-phenyl)-isoxazole-4-carboxylic acid methyl ester COC(=O)C=1C(=NOC1C1CC1)C1=C(C=CC=C1Cl)Cl